NC(CCC(=O)O)C=C 4-Amino-5-hexenoic acid